CC1=CC=CC2=CC=CC=C12 4-Methylnaphthalene